Cl.Cl.C1NCC2=CC(=CC=C12)N1N=C(C=2C=NC=3C(=CC=CC3C21)OC)C2=CC(=C(C=C2)OC)OC 1-(2,3-dihydro-1H-isoindol-5-yl)-3-(3,4-dimethoxyphenyl)-6-methoxy-1H-pyrazolo[4,3-c]quinoline dihydrochloride